2-(2-Methyl-2H-indazol-5-yl)-6-(1,2,3,6-tetrahydropyridin-4-yl)-1,3-benzothiazol CN1N=C2C=CC(=CC2=C1)C=1SC2=C(N1)C=CC(=C2)C=2CCNCC2